C1(CC(CC(C1)C(=O)Cl)C(=O)Cl)C(=O)Cl 1,3,5-cyclohexanetricarboxylic acid chloride